ClC1=NNC2=CC(=CC=C12)\C=C(\C(=O)NC=1C(=NC=C(C1C)F)C)/F (2Z)-3-(3-chloro-1H-indazol-6-yl)-2-fluoro-N-(5-fluoro-2,4-dimethylpyridin-3-yl)prop-2-enamide